5-amino-1,3,4-thiadiazol-2-yl-(3,3-difluoropyrrolidin-1-yl)methanone NC1=NN=C(S1)C(=O)N1CC(CC1)(F)F